1-(6,7-dihydro-5H-benzo[6,7]cyclohepta[1,2-c]pyridazin-3-yl)-N3-(3-methyl-4-(4-pyrrolidin-1-yl-piperidinyl)phenyl)-1H-1,2,4-triazole-3,5-diamine N1=NC(=CC2=C1C1=C(CCC2)C=CC=C1)N1N=C(N=C1N)NC1=CC(=C(C=C1)N1CCC(CC1)N1CCCC1)C